C(#N)C1=NC=CC(=N1)NC1(CCN(CC1)C(=O)OC(C)(C)C)C tert-Butyl 4-((2-cyanopyrimidin-4-yl)amino)-4-methylpiperidine-1-carboxylate